rac-Methyl 4-bromo-2-((4-(3-(6-formamidopyridin-2-yl)-4H-1,2,4-triazol-4-yl)pentyl)oxy)benzoate BrC1=CC(=C(C(=O)OC)C=C1)OCCC[C@@H](C)N1C(=NN=C1)C1=NC(=CC=C1)NC=O |r|